FC1=C(CS(=O)(=O)C2=NC=3N(C(N(C(C3N2C)=O)C)=O)C)C=CC=C1 8-(2-Fluorobenzylsulfonyl)-1,3,7-trimethyl-1H-purine-2,6(3H,7H)-dione